(5RS)-5-(2-bromo-4-methylbenzyl)-3-[5-(3-chlorophenoxy)-3-methylpyridazin-4-yl]-5,6-dihydro-4H-1,2,4-oxadiazine BrC1=C(C[C@H]2NC(=NOC2)C2=C(N=NC=C2OC2=CC(=CC=C2)Cl)C)C=CC(=C1)C |r|